[C@@H]1([C@H](O)[C@H](O)[C@H](O1)CO)N1CC(C(=O)N)=CC=C1 1-(β-D-Ribofuranosyl)nicotinamide